vanadium oxygen tert-Butyl 3-(4-(((tert-butyldiphenylsilyl)oxy)methyl)-1,1-difluoropent-4-en-1-yl)-6,7-dihydro-2H-pyrazolo[4,3-c]pyridine-5(4H)-carboxylate [Si](C1=CC=CC=C1)(C1=CC=CC=C1)(C(C)(C)C)OCC(CCC(F)(F)C=1NN=C2C1CN(CC2)C(=O)OC(C)(C)C)=C.[O].[V]